C1=CC=CC=2C3=CC=CC=C3N(C12)C1=CC=C(C=C1)C1=C(C(=C(C(=C1C1=CC(=NC(=C1)C1=CC=CC=C1)C1=CC=CC=C1)C1=CC=C(C=C1)N1C2=CC=CC=C2C=2C=CC=CC12)C1=CC(=CC=C1)N1C2=CC=CC=C2C=2C=C(C=CC12)C)C1=CC=C(C=C1)N1C2=CC=CC=C2C=2C=CC=CC12)C#N 4',6'-bis(4-(9H-carbazol-9-yl)phenyl)-4''-(9H-carbazol-9-yl)-5'-(2,6-diphenylpyridin-4-yl)-3-(3-methyl-9H-carbazol-9-yl)-[1,1':2',1''-terphenyl]-3'-carbonitrile